N-arachidonoyl-gamma-aminobutyric acid C(CCC\C=C/C\C=C/C\C=C/C\C=C/CCCCC)(=O)NCCCC(=O)O